1'-((8-fluoro-4-oxo-4,5-dihydropyrrolo[1,2-a]quinoxalin-7-yl)methyl)-N-methyl-1',2',3',6'-tetrahydro-[3,4'-bipyridine]-6-carboxamide FC1=C(C=C2NC(C=3N(C2=C1)C=CC3)=O)CN3CCC(=CC3)C=3C=NC(=CC3)C(=O)NC